ClC(OC1=CC=C(C=C1)NC(=O)C=1C=C2C(N(C(C2=C(C1)C1=CC=NC=C1)(C)C)C)=O)(F)F N-(4-(chlorodifluoromethoxy)phenyl)-1,1,2-trimethyl-3-oxo-7-(pyridin-4-yl)isoindoline-5-carboxamide